C(=O)(OCC1=CC=CC=C1)N[C@H](CCCCN)C(=O)O N-carbobenzoxy-D-lysine